FC1(CCC2=C1N=C(N=C2C=2C=C1CC[C@H](C1=C(C2)F)NS(=O)(=O)C)N2[C@H]([C@@H](C2)O)C)F N-((R)-5-(7,7-difluoro-2-((2S,3R)-3-hydroxy-2-methylazetidin-1-yl)-6,7-dihydro-5H-cyclopenta[d]pyrimidin-4-yl)-7-fluoro-2,3-dihydro-1H-inden-1-yl)methanesulfonamide